7-ethyl-4-(4-fluoro-3-((3-nitropyridin-2-yl)oxy)phenyl)-7H-imidazo[4,5-c]Pyridazine C(C)N1C=NC2=C1N=NC=C2C2=CC(=C(C=C2)F)OC2=NC=CC=C2[N+](=O)[O-]